C(C)(=O)O[C@@H]1CC[C@@]2([C@H]3CC[C@@]4([C@H](CC[C@H]4[C@@H]3[C@@H](C[C@H]2C1)OC(C)=O)[C@@H](CCC(=O)O)C)C)C (4R)-4-[(3R,5R,7R,8R,9S,10S,13R,14S,17R)-3,7-diacetoxy-10,13-dimethyl-2,3,4,5,6,7,8,9,11,12,14,15,16,17-tetradecahydro-1H-cyclopenta[a]phenanthren-17-yl]pentanoic Acid